2-(3-chloro-2-fluorophenyl)-5-(1H-pyrrolo[2,3-b]pyridin-4-yl)-1H-pyrrole-3-carboxamide ClC=1C(=C(C=CC1)C=1NC(=CC1C(=O)N)C1=C2C(=NC=C1)NC=C2)F